6-chloro-2-[(1S,2R)-2-(6-fluoro-2,3-dimethylphenyl)-1-(5-oxo-4H-1,3,4-oxadiazol-2-yl)propyl]-3,4-dihydro-1lambda6,2,4-benzothiadiazine-1,1-dione ClC=1C=CC2=C(NCN(S2(=O)=O)[C@@H]([C@H](C)C2=C(C(=CC=C2F)C)C)C=2OC(NN2)=O)C1